N1N=CC(=C1)/C=C/C1=CC=C2C=C(C=NC2=N1)N(C1CCNCC1)C (E)-7-(2-(1H-pyrazol-4-yl)vinyl)-N-methyl-N-(piperidin-4-yl)-1,8-naphthyridin-3-amine